2-(4-(5-chloro-2-(4-chloro-1H-1,2,3-triazol-1-yl)phenyl)-2,5-dioxopiperazin-1-yl)-3-(1-cyclopropyl-1H-pyrazol-3-yl)-N-(2-methyl-2H-indazol-5-yl)propanamide ClC=1C=CC(=C(C1)N1CC(N(CC1=O)C(C(=O)NC1=CC2=CN(N=C2C=C1)C)CC1=NN(C=C1)C1CC1)=O)N1N=NC(=C1)Cl